C(C)C=1SC(=C(N1)C1=CC=CC=C1)OC1=CC(=NC=C1)NC1=NC=C(C(=O)NC)C=C1 6-((4-((2-ethyl-4-phenylthiazol-5-yl)oxy)pyridin-2-yl)amino)-N-methylnicotinamide